α,α,4,5-tetrafluoro-2-iodo-benzenepropanoic acid FC(C(=O)O)(CC1=C(C=C(C(=C1)F)F)I)F